COC([C@H](CC=1C=NC(=CC1)C1=CC=CC=C1)NC(=O)OC(C)(C)C)=O.C1(=CC=C(C2=CC=CC=C12)CC(=O)O)CC(=O)O 4-naphthalenediacetic acid methyl-(S)-2-((tert-butoxycarbonyl)amino)-3-(6-phenyl-Pyridin-3-yl)propanoate